C12(CC(C1)C2)N2[C@@H](C=1NC3=CC=CC=C3C1C[C@H]2C)C2=C(C=C(OC1CN(C1)C(=O)OC(C)(C)C)C=C2F)F tert-butyl 3-(4-((1R,3R)-2-(bicyclo[1.1.1]pentan-1-yl)-3-methyl-2,3,4,9-tetrahydro-1H-pyrido[3,4-b]indol-1-yl)-3,5-difluorophenoxy)azetidine-1-carboxylate